(2S)-4-(1,3-dimethylindol-6-yl)-2-(9H-fluoren-9-ylmethoxycarbonyl-amino)-butyric acid CN1C=C(C2=CC=C(C=C12)CC[C@@H](C(=O)O)NC(=O)OCC1C2=CC=CC=C2C=2C=CC=CC12)C